4-(5-chloro-2-hydroxybenzamido)benzoic acid ClC=1C=CC(=C(C(=O)NC2=CC=C(C(=O)O)C=C2)C1)O